(2S,3R,5R)-3-((E)-(2-(2-(2-chloro-3,4-dihydroxybenzoylamino)-3-phenylpropionyl)hydrazono)methyl)-3-methyl-7-oxo-4-thia-1-azabicyclo[3.2.0]heptane-2-carboxylic acid 4,4-dioxide ClC1=C(C(=O)NC(C(=O)N\N=C\[C@]2([C@@H](N3C(C[C@H]3S2(=O)=O)=O)C(=O)O)C)CC2=CC=CC=C2)C=CC(=C1O)O